NC1=CC2=C(N(C([C@H](O2)C)=O)C(C)C2=NC=CC(=N2)C(F)(F)F)C=C1 (2R)-7-amino-2-methyl-4-{1-[4-(trifluoromethyl)pyrimidin-2-yl]ethyl}-2H-1,4-benzoxazin-3-one